ON1CC(SCC1)(C)C HYDROXY-2,2-DIMETHYLTHIOMORPHOLINE